CC=1C=C(C=C(C1)C)C1=C2C=CC=NC2=CC=C1/C=C/C(=O)OCC Ethyl (E)-3-(5-(3,5-dimethylphenyl)quinolin-6-yl)acrylate